1,1-dimethylpropyl n-nonyl ether C(CCCCCCCC)OC(CC)(C)C